molybdenum-rhenium [Re].[Mo]